CC=1C2=CN(N=C2C2=C(C1)OC(=C2C(F)(F)F)C(=O)NC[C@H]2OCCC2)CC2=NC=C(C=C2)C 4-methyl-2-[(5-methylpyridin-2-yl)methyl]-N-{[(2S)-tetrahydrofuran-2-yl]methyl}-8-(trifluoromethyl)-2H-furo[2,3-g]indazole-7-carboxamide